(R)-8-(aminomethyl)-N2-(cyclohexylmethyl)-N4-(1-(thiophen-2-yl)ethyl)quinazoline-2,4-diamine NCC=1C=CC=C2C(=NC(=NC12)NCC1CCCCC1)N[C@H](C)C=1SC=CC1